(2S)-N-[(1S)-2-[(3S)-3-[[(7-bromo-2-quinolinyl)-methyl-amino]carbamoyl]hexahydropyridazin-1-yl]-1-methyl-2-oxo-ethyl]-2-(2,2-dimethylbut-3-enylamino)-3-methyl-butanamide BrC1=CC=C2C=CC(=NC2=C1)N(C)NC(=O)[C@H]1NN(CCC1)C([C@H](C)NC([C@H](C(C)C)NCC(C=C)(C)C)=O)=O